Cl.N1=C(C=NC=C1)NC=1C=CC=C2CCNCC12 N-(Pyrazin-2-yl)-1,2,3,4-tetrahydroisoquinolin-8-amine hydrochloride